1-(2-hydroxyethyl)-4-methylquinoline bromide [Br-].OCCN1CC=C(C2=CC=CC=C12)C